3-pentylimidazole C(CCCC)N1C=NC=C1